ClC1=CN=C2C(=N1)NN=C2I 6-chloro-3-iodo-1H-pyrazolo[3,4-b]pyrazine